CC(=O)O[C@H]1[C@H](SC2=CC=CC=C2N(C1=O)CCN(C)C)C3=CC=C(C=C3)OC The molecule is a 5-[2-(dimethylamino)ethyl]-2-(4-methoxyphenyl)-4-oxo-2,3,4,5-tetrahydro-1,5-benzothiazepin-3-yl acetate in which both stereocentres have R configuration. It is a cGMP-activated K+ channel blocker. It has a role as a potassium channel blocker. It is a conjugate base of an ent-diltiazem(1+). It is an enantiomer of a diltiazem.